C(C(C)C)N(S(=O)(=O)C1=CC=CC=C1)C1=CC=C(C(=O)O)C=C1 4-(N-isobutylphenylsulfonamido)benzoic acid